(S)-N-(7-(3-hydroxy-3-methylbut-1-yn-1-yl)-5-methyl-4-oxo-2,3,4,5-tetrahydrobenzo[b][1,4]oxazepin-3-yl)-4-((6-methylpyridin-3-yl)methyl)-1H-pyrazole-1-carboxamide OC(C#CC1=CC2=C(OC[C@@H](C(N2C)=O)NC(=O)N2N=CC(=C2)CC=2C=NC(=CC2)C)C=C1)(C)C